di-tert-butyl 4-(3-(tert-butoxy)-3-oxopropyl)-4-isocyanatopimelate C(C)(C)(C)OC(CCC(CCC(=O)OC(C)(C)C)(CCC(=O)OC(C)(C)C)N=C=O)=O